C(=O)[O-].C1(=CC=CC=C1)[PH+](C1=CC=CC=C1)C1=CC=CC=C1 triphenylphosphonium formate